CC1(OC[C@H](O1)CCO)C 2-[(4R)-2,2-dimethyl-1,3-dioxolan-4-yl]ethan-1-ol